(5-(tert-butyl)-4-hydroxy-7H-pyrrolo[2,3-d]pyrimidin-7-yl)isonicotinic acid C(C)(C)(C)C1=CN(C=2N=CN=C(C21)O)C2=C(C(=O)O)C=CN=C2